2-(2-(1-Chloroethoxy)-2-oxoethyl)phenyl benzoate C(C1=CC=CC=C1)(=O)OC1=C(C=CC=C1)CC(=O)OC(C)Cl